NC(CCN(C([C@@H](F)Cl)=O)NC(=O)[C@H](CC(C)C)NC(OCC1=CC=CC=C1)=O)=O Benzyl N-[(1S)-1-[[(3-amino-3-oxo-propyl)-[(2S)-2-chloro-2-fluoro-acetyl]amino]carbamoyl]-3-methyl-butyl]carbamate